({6-[(1,3-benzothiazol-2-yl)amino]-5-(Prop-2-yl)pyridazin-3-yl}amino)-1,3-thiazole-4-carboxylic acid ethyl ester C(C)OC(=O)C=1N=C(SC1)NC=1N=NC(=C(C1)C(C)C)NC=1SC2=C(N1)C=CC=C2